OC1=C(CC(=O)[C@H](O)[C@@H](O)[C@H](O)[C@H](O)CO)C(=CC(=C1O)O)O 2,3,4,6-tetrahydroxybenzyl-D-glucose